C(C)OC(=O)[C@H]1C2CCC([C@@H]1NC1=NC(=NN3C1=CC=C3C=C)C3=CN(C1=NC=C(C=C13)F)C1=C(C=CC=C1)C)CC2 (1R,2S,3S,4R)-3-((2-(5-fluoro-1-tolyl-1H-pyrrolo[2,3-b]pyridin-3-yl)-7-vinylpyrrolo[2,1-f][1,2,4]triazin-4-yl)amino)bicyclo[2.2.2]octane-2-carboxylic acid ethyl ester